C(C)(C)(C)OC(=O)N1CCC2(CN(C3=C2C=NC(=C3)Cl)C3=NC=CC(=N3)C(C)(F)F)CC1 6'-chloro-1'-(4-(1,1-difluoroethyl)pyrimidin-2-yl)-1',2'-dihydrospiro[piperidine-4,3'-pyrrolo[3,2-c]pyridine]-1-carboxylic acid tert-butyl ester